[C].[S].[Ti] titanium sulfur carbon